4-amino-3-Chloro-5-fluoro-6-(7-fluoro-1H-indole-6-yl)pyridine-2-carboxylic acid NC1=C(C(=NC(=C1F)C1=CC=C2C=CNC2=C1F)C(=O)O)Cl